3-[tert-butyl(di-methyl)silyl]oxypropan-1-ol C(C)(C)(C)[Si](OCCCO)(C)C